FC(C(C)(C)O)(F)C=1C(=C(C=CC1)[C@@H](C)NC1=NC(=NC2=CC3=C(C=C12)N(C([C@@H](O3)C(C)C)=O)C)C)F (S)-4-(((R)-1-(3-(1,1-difluoro-2-hydroxy-2-methylpropyl)-2-fluorophenyl)ethyl)amino)-8-isopropyl-2,6-dimethyl-6H-[1,4]oxazino[3,2-g]quinazolin-7(8H)-one